O=C1CCC(C12CCN(CC2)C=2C1=C(SC2C=O)C=CC=C1)=O 3-(1,4-dioxo-8-azaspiro[4.5]decan-8-yl)benzo[b]thiophene-2-carbaldehyde